CC1=C(C(=CC(=C1)C)C)NC(=O)C1=C(N=C(S1)NC(OC(C)(C)C)=O)C(F)(F)F [5-[[(2,4,6-Trimethylphenyl)amino]carbonyl]-4-trifluoromethyl-2-thiazolyl]carbamic acid, 1,1-dimethylethyl ester